1-(3-methoxyphenyl)-3-(4-methyl-5-(2-(methylamino)pyrimidin-4-yl)thiazol-2-yl)urea COC=1C=C(C=CC1)NC(=O)NC=1SC(=C(N1)C)C1=NC(=NC=C1)NC